C(=O)(O)C=1C=C(C=CC1C(=O)O)C1=CC=CC=C1 2-(3,4-dicarboxyphenyl)-benzene